C(C)OC([C@@H](NC1=NC2=C(C(=CC=C2C(=C1)N1C=NC=C1)Cl)Cl)CCSC)=O (7,8-dichloro-4-(1H-imidazol-1-yl)quinolin-2-yl)methionine ethyl ester